3-((2-((4-(4-amino-3-(4-phenoxyphenyl)-1H-pyrazolo[3,4-d]pyrimidin-1-yl)piperidin-1-yl)methyl)phenyl)amino)piperidine-2,6-dione NC1=C2C(=NC=N1)N(N=C2C2=CC=C(C=C2)OC2=CC=CC=C2)C2CCN(CC2)CC2=C(C=CC=C2)NC2C(NC(CC2)=O)=O